1-(2-((5-(3-fluoroimidazo[1,2-a]pyridin-6-yl)-4-methoxy-7H-pyrrolo[2,3-d]pyrimidin-2-yl)amino)-7-azaspiro[3.5]nonan-7-yl)ethan-1-one FC1=CN=C2N1C=C(C=C2)C2=CNC=1N=C(N=C(C12)OC)NC1CC2(C1)CCN(CC2)C(C)=O